C(C)OC=1C(=C(/C=C/C2=CC(=C(C=C2)NC=O)O)C=C(C1)O)CC=C(C)C (E)-N-(4-(3-ethoxy-5-hydroxy-2-(3-methylbut-2-en-1-yl)styryl)-2-hydroxyphenyl)carboxamide